N1C(C=CCC1)C(=O)N 1,2,5,6-tetrahydropyridine-2-carboxamide